3-((7-bromo-2,6-dichloro-8-fluoroquinazolin-4-yl)amino)azetidine-1-carboxylic acid tert-butyl ester C(C)(C)(C)OC(=O)N1CC(C1)NC1=NC(=NC2=C(C(=C(C=C12)Cl)Br)F)Cl